tribromomethylphenyl sulfone BrC(Br)(Br)S(=O)(=O)C1=CC=CC=C1